C(CC)OB(CC)CC propoxyDiethylboron